C(C)(C)(C)C=1C=NC(=NC1)N[C@H]1CN(CC1)C(=O)C1=CC=C(C=C1)NC(C=C)=O (R)-N-(4-(3-((5-(tert-butyl)pyrimidin-2-yl)amino)pyrrolidine-1-carbonyl)phenyl)acrylamide